[O-2].[Cd+2].[Zn+2].[O-2] zinc-cadmium oxide